N-cyclohexyl-2,4-dimethoxy-6-pentyl-benzenesulfonamide C1(CCCCC1)NS(=O)(=O)C1=C(C=C(C=C1CCCCC)OC)OC